OCCN(CCCCCC(=O)OCCCCCCCCCCC)CCCCCC(=O)OCCCCCCCCCCC diundecyl 6,6'-((2-hydroxyethyl)azanediyl)dihexanoate